C[C@@H]1O[C@@H](CN([C@@H]1CNC1=NC=C(N=C1)C(F)(F)F)C(=O)C1=NN(C(=C1C1=NC=C(C=C1)F)C)C([2H])([2H])[2H])C ((2S,3R,6R)-2,6-Dimethyl-3-(((5-(trifluoromethyl)pyrazin-2-yl)amino)methyl)morpholino)(4-(5-fluoropyridin-2-yl)-5-methyl-1-(methyl-d3)-1H-pyrazol-3-yl)methanone